IC1=NNC=2N=C(N(C(C21)=O)C)N2CCC(CC2)(C)NC(OC(C)(C)C)=O tert-butyl 1-(3-iodo-5-methyl-4-oxo-4,5-dihydro-1H-pyrazolo[3,4-d]pyrimidin-6-yl)-4-methylpiperidin-4-ylcarbamate